5-methyl-4-oxo-2,3,4,5-tetrahydropyrido[3,2-b][1,4]oxazepine CN1C2=C(OCCC1=O)C=CC=N2